O=C1NC(CC[C@H]1N1C(N(C2=C1C=CC(=C2)C2CCN(CC2)CC(=O)O)C)=O)=O 2-[4-[1-[(3R)-2,6-dioxo-3-piperidyl]-3-methyl-2-oxo-benzimidazol-5-yl]-1-piperidyl]acetic acid